C(C)(C)(C)OC(=O)N1[C@H]2CN(C[C@@H]1CC2)C2=C(C(=NC1=CC(=CC=C21)Br)Cl)C#N (1R,5S)-3-(7-bromo-2-chloro-3-cyanoquinolin-4-yl)-3,8-diazabicyclo[3.2.1]octane-8-carboxylic acid tert-butyl ester